N1=C(C=CC=C1)C1=NC(=CC(=N1)NCCC(=O)O)C(F)(F)F N-[2-(2-pyridinyl)-6-(trifluoromethyl)-4-pyrimidinyl]-β-alanine